4-methoxy-4-((2-methoxyethoxy)methyl)piperidine COC1(CCNCC1)COCCOC